COC1=CC=C(C=C1)C=1OC(=C(N1)C)C(=O)OCC ethyl 2-(4-methoxyphenyl)-4-methyloxazole-5-carboxylate